[(7R)-5-(5-amino-1-tert-butyl-indazol-4-yl)-5-azaspiro[2.4]heptan-7-yl]carbamate NC=1C(=C2C=NN(C2=CC1)C(C)(C)C)N1CC2(CC2)[C@H](C1)NC([O-])=O